ON1C(C=CC=C1)=O N-hydroxypyridinone